(R)-2-(1-(4-ethyl-1,4-diazepan-1-yl)butyl)-6-fluoro-3-isobutylquinazolin-4(3H)-one C(C)N1CCN(CCC1)[C@H](CCC)C1=NC2=CC=C(C=C2C(N1CC(C)C)=O)F